C1(=CC=CC=C1)S(=O)(=O)N1C(=C(C2=CC(=CC=C12)Br)C)C 1-(benzenesulfonyl)-5-bromo-2,3-dimethyl-1H-indole